2,5-dihydroxy-benzene-dicarbaldehyde OC1(C(C=C(C=C1)O)C=O)C=O